C(C)N(CCN(C1=CC(=C(C=C1[N+](=O)[O-])NC1=NC=C(C(=N1)N1CC(C2=NC(=CC=C21)C)(C)C)C(=O)OC(C)C)OC)C)CC isopropyl 2-((4-((2-(diethylamino)ethyl) (methyl)amino)-2-methoxy-5-nitrophenyl)amino)-4-(3,3,5-trimethyl-2,3-dihydro-1H-pyrrolo[3,2-b]pyridin-1-yl)pyrimidine-5-carboxylate